[C@@H]12C([C@@H]3CC[C@@H](C[C@@H]31)C2)=O (1S,3R,6S,8S)-tricyclo[4.2.1.03,8]nonane-2-one